1,1-Bis(4-hydroxy-3-methylphenyl)-2-phenylethan OC1=C(C=C(C=C1)C(CC1=CC=CC=C1)C1=CC(=C(C=C1)O)C)C